N-(4-((2-(1,1-difluoroethyl)-6-methylpyrimidin-4-yl)amino)-5-(5-methoxypyrazin-2-yl)pyridin-2-yl)acetamide FC(C)(F)C1=NC(=CC(=N1)NC1=CC(=NC=C1C1=NC=C(N=C1)OC)NC(C)=O)C